FC(C1=NN=C(O1)C=1C=CC(=NC1)CN1N=NC(=C1)C=1C=C(C=CC1)CN(C)C)F 1-(3-(1-((5-(5-(difluoromethyl)-1,3,4-oxadiazol-2-yl)pyridin-2-yl)methyl)-1H-1,2,3-triazol-4-yl)phenyl)-N,N-dimethylmethanamine